N-[(1S)-3-[cis-3,5-diamino-1-piperidinyl]cyclopentyl]cyclohexanecarboxamide N[C@@H]1CN(C[C@@H](C1)N)C1C[C@H](CC1)NC(=O)C1CCCCC1